cis-2-BOC-hexahydropyrrolo[3,4-C]pyrrole C(=O)(OC(C)(C)C)N1C[C@@H]2CNC[C@@H]2C1